N(=[N+]=[N-])CC1CC(C(O1)=O)(F)F 5-(azidomethyl)-3,3-difluoro-tetrahydrofuran-2-one